S(=O)(=O)(NC=1C=C(C=CC1)C[C@H](C(=O)O)[C@@H]1CNCC1)NC=1C=C(C=CC1)C[C@H](C(=O)O)[C@@H]1CNCC1 (2S,2'S)-3,3'-[sulfonylbis(azanediyl-3,1-phenylene)]bis{2-[(3R)-pyrrolidin-3-yl]propionic acid}